ClC1=CC2=C(C(=N1)NCC(=O)OC(C)(C)C)C=NN2C2=C(C=CC(=C2)Cl)OC tert-Butyl (6-chloro-1-(5-chloro-2-methoxyphenyl)-1H-pyrazolo[4,3-c]pyridin-4-Yl)glycinate